CNC(=O)C1=CC2=C(N=C3N2CCN(C3)CC=3C=NC=2C(=C(C(NC2C3)=O)C(F)(F)F)C)C=N1 N-methyl-8-((8-methyl-6-oxo-7-(trifluoromethyl)-5,6-dihydro-1,5-naphthyridin-3-yl)methyl)-6,7,8,9-tetrahydropyrido[3',4':4,5]imidazo[1,2-a]pyrazine-3-carboxamide